azaspiro[3.3]heptane-2-carboxylate N1C(CC12CCC2)C(=O)[O-]